bis(3-tert-butyloxycarbonylaminopropyl)amine C(C)(C)(C)OC(=O)NCCCNCCCNC(=O)OC(C)(C)C